CN1CN(CC1)C 1,3-dimethyl-imidazoline